COC(=O)C1=NC(=CN=C1OC)Br.Cl[Mg]C[Si](C)(C)OC(C)C [(chloromagnesio)methyl](isopropoxy)dimethylsilane methyl-6-bromo-3-methoxypyrazine-2-carboxylate